5-methoxyl-1,2,3,4-tetrahydronaphthalene O(C)C1=C2CCCCC2=CC=C1